ClCC(C(=O)N(CC1=CC(=C(C(=C1)F)F)F)C)(C)C 3-chloro-N,2,2-trimethyl-N-(3,4,5-trifluorobenzyl)propionamide